O1CC(C(C(C1)CC(=O)[O-])CC(=O)[O-])CC(=O)[O-] tetrahydro-2H-pyran-3,4,5-tri-yltriacetate